ClC1=NC=CC(=N1)C1=CN(C2=CC=CC=C12)C(C)=O 1-(3-(2-Chloropyrimidin-4-yl)-1H-indol-1-yl)ethan-1-one